2-oxo-acetic acid ethyl ester hydrochloride Cl.C(C)OC(C=O)=O